ClC1=C(C=CC(=C1)Cl)C[C@@H](CC[C@H](C(C)(C)C)O)C (2R,4R,5R)-1-(2,4-dichlorophenyl)-5-hydroxy-2,6,6-trimethylheptan